COC=1C=C(C(=O)C2=CC=CC=C2)C=C(C1OC)OC 3,4,5-trimethoxybenzophenone